CC1=CC=CC(=N1)C1=C(N=CN1)C=1C=C2C=C(C=NC2=CC1)C1=NN(C=C1)[C@H]1[C@@H](CCCC1)N |r| rac-(1R,2R)-2-[3-[6-[5-(6-methyl-2-pyridyl)-1H-imidazol-4-yl]-3-quinolyl]pyrazol-1-yl]cyclohexanamine